ClC1=C(C=C(C(=C1)Cl)[N+](=O)[O-])OC(F)F 1,5-dichloro-2-(difluoromethoxy)-4-nitro-benzene